dibenzo(a,n)anthracene C1=CC=CC=2C13C1(C=C4C=CC=CC4=CC1=CC2)C=CC=C3